BrC1=C2CCC=C(C2=CC=C1)C=O 5-bromo-3,4-dihydronaphthalene-1-formaldehyde